C(C1=CC=CC=C1)NC1=C2N=CN(C2=NC(=N1)C=1C=NC(=CC1)C#N)[C@H]1[C@@H]([C@@H]([C@H](O1)C(=O)NC([2H])([2H])[2H])O)O (2S,3S,4R,5R)-5-(6-(benzylamino)-2-(6-cyanopyridin-3-yl)-9H-purin-9-yl)-3,4-dihydroxyl-N-(methyl-d3)-tetrahydrofuran-2-formamide